ClC1=NC(=C2C(=N1)N(N=C2C)C2CCCCC2)NCC2=CC=C(C=C2)F 6-chloro-1-cyclohexyl-N-(4-fluorobenzyl)-3-methyl-1H-pyrazolo[3,4-d]pyrimidin-4-amine